(1R,3EZ,5R,9S)-4,11,11-trimethyl-8-methylenebicyclo[7.2.0]undecan-3-en-5-ol CC1=CC[C@H]2C(C[C@@H]2C(CC[C@H]1O)=C)(C)C